Cl.COC1=CC=C(CCN)C=C1 1-(4-methoxybenzyl)-N-methylamine hydrochloride